Cl.C(C)N[C@H](C)C1=NC=C(C(=C1)C1=CC=2N(C(=N1)SC)N=CC2)OC (R)-N-ethyl-1-(5-methoxy-4-(7-(methylthio)pyrazolo[1,5-c]pyrimidin-5-yl)pyridin-2-yl)ethan-1-amine hydrochloride